F[P-](F)(F)(F)(F)F.C(=C)N1CN(C=C1)CC=C (1-vinyl-3-allylimidazole) hexafluoro-phosphate